7-(4,4-difluoropiperidin-1-yl)-N-(1-(2,6-dioxopiperidin-3-yl)-3-methyl-2-oxo-2,3-dihydro-1H-benzo[d]imidazol-4-yl)-7-oxoheptylamide FC1(CCN(CC1)C(CCCCCC[N-]C1=CC=CC=2N(C(N(C21)C)=O)C2C(NC(CC2)=O)=O)=O)F